C(C)O/C=C/C1=C(C(=O)OC)C(=C(C(=C1F)OC)OC)C methyl (E)-2-(2-ethoxyvinyl)-3-fluoro-4,5-dimethoxy-6-methylbenzoate